4-benzyl-3,4-dihydroquinoxaline-1(2H)-carboxylic acid tert-butyl ester C(C)(C)(C)OC(=O)N1CCN(C2=CC=CC=C12)CC1=CC=CC=C1